2-fluoro-6-[(4-methylfurfuryl)amino]-9-(tetrahydrofuran-2-yl)-9H-purine FC1=NC(=C2N=CN(C2=N1)C1OCCC1)NCC1=CC(=CO1)C